ClC1=C(C=CC(=C1C)F)N1N=CC(=C1C(F)(F)F)C(=O)NC=1C=NC(=C(C1)Cl)N1N=CC=N1 1-(2-chloro-4-fluoro-3-methylphenyl)-N-(5-chloro-6-(2H-1,2,3-triazol-2-yl)pyridin-3-yl)-5-(trifluoromethyl)-1H-pyrazole-4-carboxamide